C1(CC1)CN1N=CC(=C1)C1=NN2C(C(N1C(C)C)=O)=NC=C2C=2N=CN(C2)C(C2=CC=CC=C2)(C2=CC=CC=C2)C2=CC=CC=C2 2-(1-(Cyclopropylmethyl)-1H-pyrazol-4-yl)-3-isopropyl-7-(1-trityl-1H-imidazol-4-yl)imidazo[2,1-f][1,2,4]triazin-4(3H)-one